CC=1C(=NC=NC1C)N1CCN(CC1)CC1=NC2=C(N1)C=C(C=C2)C(F)(F)F 2-((4-(5,6-dimethylpyrimidin-4-yl)piperazin-1-yl)methyl)-6-(trifluoromethyl)-1H-benzo(d)imidazole